COC=1C(=NC2=CC=CC=C2C1C1=CC=CC=C1)C 3-methoxy-2-methyl-4-phenylquinoline